C(CC)OC1=C(C=CC=C1)S Propoxyphenyl thiol